tert-butyl N-[(1S)-2-[(1R,2S,5S)-2-[[(1S)-1-cyano-2-[(3S)-2-oxopyrrolidin-3-yl]ethyl]carbamoyl]-6,6-dimethyl-3-azabicyclo[3.1.0]hexan-3-yl]-1-(methoxymethyl)-2-oxo-ethyl]carbamate C(#N)[C@H](C[C@H]1C(NCC1)=O)NC(=O)[C@@H]1[C@H]2C([C@H]2CN1C([C@H](COC)NC(OC(C)(C)C)=O)=O)(C)C